N1C=CC2=CC(=CC=C12)S(=O)(=O)N1N=C(C=C1)C(=O)NC1=CC=C(C=C1)C(C)C 1-((1H-indol-5-yl)sulfonyl)-N-(4-isopropylphenyl)-1H-pyrazole-3-carboxamide